C(C)(C)OC1=CC=C(C=2C=CC=NC12)C(=O)O 8-isopropoxyquinoline-5-carboxylic acid